2-(3-cyanophenyl)-N-((4,4-difluorocyclohexyl)(5-(2-methoxy-1-(2-oxo-4-(trifluoromethyl)imidazolidin-1-yl)ethyl)benzo[d]oxazol-2-yl)methyl)-2,2-difluoroacetamide C(#N)C=1C=C(C=CC1)C(C(=O)NC(C=1OC2=C(N1)C=C(C=C2)C(COC)N2C(NC(C2)C(F)(F)F)=O)C2CCC(CC2)(F)F)(F)F